2-(2-fluoro-3-(2-(((R)-phenyl((R)-1,2,3,4-tetrahydropyrido[2,3-b]pyrazin-3-yl)methyl)amino)ethyl)phenyl)acetic acid FC1=C(C=CC=C1CCN[C@@H]([C@H]1CNC2=C(N1)N=CC=C2)C2=CC=CC=C2)CC(=O)O